3-((1-methyl-4-(5-(pyridin-4-yl)-4H-1,2,4-triazol-3-yl)piperidin-4-yl)amino)benzoic acid CN1CCC(CC1)(C1=NN=C(N1)C1=CC=NC=C1)NC=1C=C(C(=O)O)C=CC1